ClC=1C=NC=CC1C1=CC(=NN1C1CCCC1)C(=O)N[C@H](CC(=O)NC1CCC1)CCN1CC(CCC1)(F)F (3S)-3-{[5-(3-chloropyridin-4-yl)-1-cyclopentyl-1H-pyrazol-3-yl]formamido}-N-cyclobutyl-5-(3,3-difluoropiperidin-1-yl)pentanamide